3-methyl-5-(N-(2-(trifluoromethyl)phenethyl)sulfamoyl)benzofuran-2-carboxylic acid CC1=C(OC2=C1C=C(C=C2)S(NCCC2=C(C=CC=C2)C(F)(F)F)(=O)=O)C(=O)O